C(C)OC=1C=C2C=CC(=CC2=CC1)C1=C(C=O)C=CC=C1 2-(6-ethoxynaphthalen-2-yl)benzaldehyde